(R)-5-cyclopropyl-4-((2,2-difluoro-6-(6-(methoxycarbonyl)pyridin-3-yl)-7-azaspiro[3.5]non-7-yl)methyl)-7-methyl-1H-indole-1-carboxylic acid tert-butyl ester C(C)(C)(C)OC(=O)N1C=CC2=C(C(=CC(=C12)C)C1CC1)CN1[C@H](CC2(CC(C2)(F)F)CC1)C=1C=NC(=CC1)C(=O)OC